[Mo]=O.[W].[Nb] niobium tungsten molybdenum oxide